5-[4-[2-(cyclopropylmethoxy)-3-pyridyl]-2,6-difluoro-anilino]pentanoic acid C1(CC1)COC1=NC=CC=C1C1=CC(=C(NCCCCC(=O)O)C(=C1)F)F